1-methyl-4-(4-((6-(8-methyl-2,3-dihydro-1H-pyrido[2,3-b][1,4]oxazin-7-yl)-5,6,7,8-tetrahydro-2,6-naphthyridin-3-yl)amino)phenyl)piperidin-4-ol CN1CCC(CC1)(O)C1=CC=C(C=C1)NC=1N=CC=2CCN(CC2C1)C1=C(C2=C(OCCN2)N=C1)C